CC=1N=C(OC1C=O)C(F)(F)F (4-methyl-2-(trifluoromethyl)oxazol-5-yl)methanone